FC(C1=C(C=CC=C1)C1=CC(=CC(=C1)C(F)(F)F)NC(C1=C(C=CC(=C1)Cl)O)=O)(F)F N-(2',5-bis(trifluoromethyl)-[1,1'-biphenyl]-3-yl)-5-chloro-2-hydroxybenzamide